benzyl 2-(tert-butoxycarbonylamino)-5-hydroxy-3,3-dimethyl-pentanoate C(C)(C)(C)OC(=O)NC(C(=O)OCC1=CC=CC=C1)C(CCO)(C)C